F[C@H]1CN(C[C@@H](C1)C=1C=NC(=CC1)OC)C(=O)OC(C)(C)C tert-butyl (3R,5S)-3-fluoro-5-(6-methoxypyridin-3-yl)piperidine-1-carboxylate